1-ethyl-3-methylimidazolium (3-sulfopropyl)acrylate S(=O)(=O)(O)CCCOC(C=C)=O.C(C)N1C=[N+](C=C1)C